4-[[(1R)-1-[3-(difluoromethyl)-2-fluoro-phenyl]ethyl]amino]-6-[4-(2-hydroxyacetyl)piperazin-1-yl]-2-methyl-pyrido[4,3-d]pyrimidin-7-one FC(C=1C(=C(C=CC1)[C@@H](C)NC=1C=2C(N=C(N1)C)=CC(N(C2)N2CCN(CC2)C(CO)=O)=O)F)F